3-(4,4-difluorocyclohexyl)-5-(2,5-difluorophenyl)pyridazin-4-amine FC1(CCC(CC1)C=1N=NC=C(C1N)C1=C(C=CC(=C1)F)F)F